C(CCC)N(CCCC)CC(=O)OCCC Propyl N,N-dibutylaminoacetate